ClC1=NC=CC(=C1O)CCO 2-chloro-4-(2-hydroxyethyl)pyridin-3-ol